(S)-6-(((1-([1,1'-bi(cyclopropan)]-1-yl)-1H-1,2,3-triazol-4-yl)(1-methoxyisoquinolin-5-yl)methyl)amino)-8-chloro-4-(neopentylamino)quinoline-3-carbonitrile C1(CC1)(C1CC1)N1N=NC(=C1)[C@H](C1=C2C=CN=C(C2=CC=C1)OC)NC=1C=C2C(=C(C=NC2=C(C1)Cl)C#N)NCC(C)(C)C